FC12CCC(CC1)(CC2)CO (4-fluoro-bicyclo(2.2.2)octan-1-yl)methanol